OCCONC(=O)C1=CN(C2=NC=CC=C21)C N-(2-hydroxyethoxy)-1-methyl-1H-pyrrolo[2,3-b]pyridine-3-carboxamide